racemic-2-methylsulfonyl-1-(4-chlorophenyl)ethanol CS(=O)(=O)C[C@H](O)C1=CC=C(C=C1)Cl |r|